COC1=CC(=NC=C1)C1=NN=C2N1C[C@@H](N(C2)C(=O)OC(C)(C)C)C (s)-tert-butyl 3-(4-methoxy-2-pyridyl)-6-methyl-6,8-dihydro-5H-[1,2,4]triazolo[4,3-a]pyrazine-7-carboxylate